N1(CCC1)CC1=CC=C(C=C1)C1=CC=C(C=C1)CC1=CC=C(C=C1)N1N=C(C=C1C)C(=O)N 1-(4-((4'-(azetidin-1-ylmethyl)-[1,1'-biphenyl]-4-yl)methyl)phenyl)-5-methyl-1H-pyrazole-3-carboxamide